3-methyl-6-vinyl-pyridine CC=1C=NC(=CC1)C=C